NCC1=NNC(C2=C(C=C(C=C12)C=1C=NN(C1)C)C1OCCC1)=O 4-(aminomethyl)-6-(1-methyl-1H-pyrazol-4-yl)-8-(tetrahydrofuran-2-yl)phthalazin-1(2H)-one